tert-butyl 6-amino-5',6'-dihydro-[3,4'-bipyridine]-1'(2'H)-carboxylate NC1=CC=C(C=N1)C1=CCN(CC1)C(=O)OC(C)(C)C